C(C)N(CC)CC=1C=CC2=C(N=C(O2)NC=2OC3=C(N2)C=C(C=C3)F)C1 5-((diethylamino)methyl)-N-(5-fluorobenzo[d]oxazol-2-yl)benzo[d]oxazol-2-amine